OC1(CCC(CC1)=O)C=1C=NC(=CC1)OC 4-hydroxy-4-(6-methoxypyridin-3-yl)cyclohexan-1-one